5-methoxy-2-(4-(pyridin-4-ylethynyl)-[2,4'-bipyrimidine]-2'-yl)isoindoline COC=1C=C2CN(CC2=CC1)C1=NC=CC(=N1)C1=NC=CC(=N1)C#CC1=CC=NC=C1